N-(4-((5-chloropyridin-2-yl)methoxy)phenyl)-5-fluoro-6-(1H-tetrazol-5-yl)benzofuran-3-carboxamide ClC=1C=CC(=NC1)COC1=CC=C(C=C1)NC(=O)C1=COC2=C1C=C(C(=C2)C2=NN=NN2)F